7-Bromo-6-(4-fluoro-3-methylphenyl)-1-methyl-1H-pyrido[2,3-b][1,4]oxazin-2(3H)-one BrC1=CC2=C(OCC(N2C)=O)N=C1C1=CC(=C(C=C1)F)C